FC=1C=C(C=C(C1)F)C1CC=NN1C(=O)C12CC(C1)(C2)CN2N=CC=C2C#N 1-((3-(5-(3,5-difluorophenyl)-4,5-dihydro-1H-pyrazole-1-carbonyl)bicyclo[1.1.1]-pentan-1-yl)methyl)-1H-pyrazole-5-carbonitrile